methyl (2S,4R)-4-(methylthio)-1-((4-phenoxybenzoyl)glycyl)pyrrolidine-2-carboxylate CS[C@@H]1C[C@H](N(C1)C(CNC(C1=CC=C(C=C1)OC1=CC=CC=C1)=O)=O)C(=O)OC